OC12CC(C1)C2 3-hydroxybicyclo[1.1.1]pentane